rac-(3S,4S)-1-benzyl-4-(6-methoxypyridin-2-yl)pyrrolidine-3-carbonitrile C(C1=CC=CC=C1)N1C[C@H]([C@@H](C1)C1=NC(=CC=C1)OC)C#N |r|